BrC=1C=C(C=NC1)N1N=C(C=C(C1=O)C)C(=O)OC methyl 1-(5-bromo-3-pyridyl)-5-methyl-6-oxo-pyridazine-3-carboxylate